BrC1=CC=C(C=C1)N=NC1=C(C=C(C=C1)Br)CC 4,4'-dibromoethylazobenzene